C(CC(C)C)OC(CCCC)=O Isoamylvalerat